COC(=O)C=1C=C(C=CC1)C1=CC=C(C=C1)NC([C@@H]1N(CCC1)C(NC1=CC=C(C=C1)C(C)C)=O)=O.CC(C(=O)NC1=C(C=C(C=C1)C(F)(F)F)C#CC)C 2-methyl-N-(2-(prop-1-yn-1-yl)-4-(trifluoromethyl)phenyl)propanamide methyl-4'-[(1-{[4-(propan-2-yl)phenyl]carbamoyl}-D-prolyl)amino][1,1'-biphenyl]-3-carboxylate